3-amino-6-(3-(5,5-dimethyl-5,6-dihydro-4H-pyrrolo[1,2-b]pyrazol-3-yl)phenyl)pyrazine-2-carboxylic acid NC=1C(=NC(=CN1)C1=CC(=CC=C1)C1=C2N(N=C1)CC(C2)(C)C)C(=O)O